5,6-difluoro-3,4-dihydro-quinolin-2(1H)-one FC1=C2CCC(NC2=CC=C1F)=O